CN1CCC=2C3=C(C4=C(C[C@@H]13)C=CC(=C4O)O)C=CC2 (r)-5,6,6a,7-tetrahydro-6-methyl-4H-dibenzo[de,g]quinoline-10,11-diol